[Si](C)(C)(C(C)(C)C)OCCN1N=NC(=C1)N1C=C(C2=C(C=C(C(=C12)Cl)Cl)NC(OC(C)(C)C)=O)C=1C=NN(C1)C1OCCCC1 tert-butyl N-[1-[1-[2-[tert-butyl(dimethyl)silyl]oxyethyl]triazol-4-yl]-6,7-dichloro-3-(1-tetrahydropyran-2-ylpyrazol-4-yl)indol-4-yl]carbamate